ethyl (R)-10-((7-(tert-butoxy)-7-oxoheptyl) oxy)-6-(tert-butyl)-2-oxo-6,7-dihydro-2H-pyrido[2',1':3,4]pyrazino[1,2-b]indazole-3-carboxylate C(C)(C)(C)OC(CCCCCCOC1=CC=CC2=C3N(N=C12)C[C@H](N1C3=CC(C(=C1)C(=O)OCC)=O)C(C)(C)C)=O